7-((4-methyl-3-(pyridin-2-yl)phenyl)carbamoyl)-2-azabicyclo[2.2.1]heptane-2-carboxylic acid tert-butyl ester C(C)(C)(C)OC(=O)N1C2CCC(C1)C2C(NC2=CC(=C(C=C2)C)C2=NC=CC=C2)=O